NC(CC[C@H]1CC(N(C1)C(=O)OC(C)(C)C)(C)C)C=1OC=CC1 tert-Butyl (4S)-4-[3-amino-3-(2-furyl)propyl]-2,2-dimethyl-pyrrolidine-1-carboxylate